[Si](C1=CC=CC=C1)(C1=CC=CC=C1)(C(C)(C)C)OC1CC2C(C2C1)C1=CC(=NN1CC(F)F)C(F)(F)F 5-(3-((tert-Butyldiphenylsilyl)oxy)bicyclo[3.1.0]hexan-6-yl)-1-(2,2-difluoroethyl)-3-(trifluoromethyl)-1H-pyrazole